18-(oleyloxy)-18-oxo-octadecanoic acid C(CCCCCCC\C=C/CCCCCCCC)OC(CCCCCCCCCCCCCCCCC(=O)O)=O